N1(CCOCC1)C(C)S(=O)(=O)O (N-morpholinyl)ethanesulfonic acid